5-ethoxy-N-(pyridin-4-yl)pyridine-2-thioamide tert-butyl-3,3-difluoro-4-(5-(imidazo[1,2-a]pyridin-6-ylmethoxy)-2-methylbenzofuran-3-carboxamido)piperidine-1-carboxylate C(C)(C)(C)OC(=O)N1CC(C(CC1)NC(=O)C1=C(OC2=C1C=C(C=C2)OCC=2C=CC=1N(C2)C=CN1)C)(F)F.C(C)OC=1C=CC(=NC1)C(NC1=CC=NC=C1)=S